2-Ethylacrylic Acid (ethyl 2-ethylacrylate) C(C)C=C(C(=O)O)CC.C(C)C(C(=O)O)=C